ClC1=C(C=CC=C1)C1=C(C(=NC=2C=C(CCC12)C1=C(N=CS1)C)N1CC2(CN(C2)C(C=C)=O)CC1)C#N (P)-4-(2-chlorophenyl)-7-(4-methyl-1,3-thiazol-5-yl)-2-(2-(2-propenoyl)-2,6-diazaspiro[3.4]octan-6-yl)-5,6-dihydro-3-quinolinecarbonitrile